tert-butyl (4-(1-azido-3,3,3-trifluoropropyl)pyridin-2-yl)carbamate N(=[N+]=[N-])C(CC(F)(F)F)C1=CC(=NC=C1)NC(OC(C)(C)C)=O